FC1=CC=C(C=C1)C1=CC=2C(=NC=C(C2)C=2N=C(SC2)C(=O)N[C@@H](CO)C)N1 (R)-4-(2-(4-fluorophenyl)-1H-pyrrolo[2,3-b]pyridin-5-yl)-N-(1-hydroxypropan-2-yl)thiazole-2-carboxamide